(3R,4R)-1-(1-(2-Chloro-4-fluorobenzyl)-5,6-difluoro-1H-benzimidazol-2-yl)-4-fluoro-3-piperidinamin ClC1=C(CN2C(=NC3=C2C=C(C(=C3)F)F)N3C[C@H]([C@@H](CC3)F)N)C=CC(=C1)F